FC1=C(C=C(C(=C1)F)OCCS(=O)C)N1CCN(CC1)CC1CNCCC1 3-((4-(2,4-difluoro-5-(2-(methylsulfinyl)ethoxy)phenyl)piperazin-1-yl)methyl)piperidine